The molecule is a monocarboxylic acid that is nonadecanoic acid in which one of the terminal methyl hydrogens is replaced by a 4-hydroxyphenyl group. It is a monocarboxylic acid and a member of phenols. It is a conjugate acid of a 19-(4-hydroxyphenyl)nonadecanoate. C1=CC(=CC=C1CCCCCCCCCCCCCCCCCCC(=O)O)O